[BiH3]=O λ5-bismuthanone